C(#C)C=1C=CC=C2C=CC=C(C12)C1=C(C=C2C(=NC(=NC2=C1F)OC[C@]12CCCN2C[C@@H](C1)F)N1C[C@](CCC1)(O)C)F (3S)-1-(7-(8-ethynylnaphthalen-1-yl)-6,8-difluoro-2-(((2R,7aS)-2-fluorotetrahydro-1H-pyrrolizin-7a(5H)-yl)methoxy)quinazolin-4-yl)-3-methylpiperidin-3-ol